BrC1=C2N(CC=3N(C2=CC=C1)N=C(C3)C(F)(F)F)C 6-bromo-5-methyl-2-(trifluoromethyl)-4,5-dihydropyrazolo[1,5-a]quinoxaline